C(C)C=CNCCCN(C)C 3-(ethylmethylenemethylamino)-N,N-dimethyl-propan-1-amine